O[C@@]1(C(N(CC1)C)=O)C1=CC(=NO1)[C@H]1CN(CCC1)C=1C=CC=2N=CN=C(C2N1)NC([O-])=O (6-((R,S)-3-(5-((R)-3-hydroxy-1-methyl-2-oxopyrrolidin-3-yl)isoxazol-3-yl)piperidin-1-yl)pyrido[3,2-d]pyrimidin-4-yl)carbamate